2-((5-hydroxy-3-mercapto-1,2,4-triazin-6-yl)methyl)isoindoline-1,3-dione OC=1N=C(N=NC1CN1C(C2=CC=CC=C2C1=O)=O)S